CN1N=CC(=C1C)C1=CN2C(S1)=C(C=N2)C(=O)NC=2C(=NC=C(C2)NC(CN2CC(C2)(C)C)=O)C 2-(1,5-dimethyl-1H-pyrazol-4-yl)-N-(5-(2-(3,3-dimethylazetidin-1-yl)acetamido)-2-methylpyridin-3-yl)pyrazolo[5,1-b]thiazole-7-carboxamide